NC(=O)C1=CC=CC2=CN(N=C12)C1=CC=C(C=C1)NC(=O)C1CCCC1 (1r,3r)-3-[({4-[7-(aminocarbonyl)-2H-indazol-2-yl]phenyl}amino)carbonyl]cyclopentane